CC(C(=O)OCCCCOCCC1=CC=CC=C1)=C 4-benzylmethoxybutyl 2-methylprop-2-enoate